OC(CC(=O)SCCNC(CCNC([C@@H](C(COP(OP(OC[C@@H]1[C@H]([C@H]([C@@H](O1)N1C=NC=2C(N)=NC=NC12)O)OP(=O)(O)O)(=O)O)(=O)O)(C)C)O)=O)=O)CCC(C)N 3-hydroxy-6-aminoheptanoyl-CoA